1-(4-fluorophenyl)-6-methyl-5-(1-((1-methyl-1H-pyrazol-4-yl)sulfonyl)-3-(3-phenylpropyl)pyrrolidin-3-yl)-1H-indazole FC1=CC=C(C=C1)N1N=CC2=CC(=C(C=C12)C)C1(CN(CC1)S(=O)(=O)C=1C=NN(C1)C)CCCC1=CC=CC=C1